ClC=1C=C(C(=O)N(C)[C@@H](C)C=2N(N=CN2)C2=NN(C(C=C2)=O)CC)C=C(C1)C(F)(F)F 3-chloro-N-[(1S)-1-[2-(1-ethyl-6-oxo-pyridazin-3-yl)-1,2,4-triazol-3-yl]ethyl]-N-methyl-5-(trifluoromethyl)benzamide